N-((S)-(3,4-difluorophenyl)((R)-2'-iodo-6,6'-dimethyl-[1,1'-biphenyl]-2-yl)-λ4-sulfaneylidene)benzamide FC=1C=C(C=CC1F)[S@](=NC(C1=CC=CC=C1)=O)C1=C(C(=CC=C1)C)C1=C(C=CC=C1C)I